(R)-(1-benzylpiperidine-3-yl)carbamic acid tert-butyl ester C(C)(C)(C)OC(N[C@H]1CN(CCC1)CC1=CC=CC=C1)=O